CN(C=1C=CC=2C3(C4=CC=C(C=C4OC2C1)N(C)C)OC(C1=C3C=CC(=C1)C(=O)NCCCCOC1=CC(=NC3=C(N=CC=C13)C1=CC=NN1)N1[C@@H](COCC1)C)=O)C 3',6'-bis(dimethylamino)-N-[4-({2-[(3R)-3-methylmorpholin-4-yl]-8-(1H-pyrazol-5-yl)-1,7-naphthyridin-4-yl}oxy)butyl]-3-oxo-3H-spiro[2-benzofuran-1,9'-xanthene]-5-carboxamide